CC1CCC(N1)C(=O)O 5-methylpyrrolidine-2-carboxylic acid